FC1=CC(=C(C(=N1)N)OC)C1=NN(N=C1)C 6-fluoro-3-methoxy-4-(2-methyl-2H-1,2,3-triazol-4-yl)pyridin-2-amine